2,3-difluoro-N-(2-fluoro-4-iodophenyl)aniline acetate salt C(C)(=O)O.FC1=C(NC2=C(C=C(C=C2)I)F)C=CC=C1F